(1H-imidazol-1-yl)(4-(3-(trifluoromethyl)-3H-diazirin-3-yl)phenyl)methanone N1(C=NC=C1)C(=O)C1=CC=C(C=C1)C1(N=N1)C(F)(F)F